tert-Butyl-4-(N-(5-chloro-3-nitropyridin-2-yl)-2-ethoxy-2-oxoacetamido)-3,3-dimethylpiperidine C(C)(C)(C)N1CC(C(CC1)N(C(C(=O)OCC)=O)C1=NC=C(C=C1[N+](=O)[O-])Cl)(C)C